tin (IV) isopropoxide tetrachloride [Cl-].[Cl-].[Cl-].[Cl-].CC([O-])C.[Sn+4]